S(N)(=O)(=O)C1=CC=C(C=C1)NS(=O)(=O)NC(C(C)(C)C)=O N-(4-sulfamoylphenylsulfamoyl)pivalamide